O1C(OCC1)CC(C(=O)[O-])(C(CCC=CC(=O)SCC)C)O 2-((1,3-dioxolan-2-yl)methyl)-8-(ethylthio)-2-hydroxy-3-methyl-8-oxooct-6-enoate